3-[6-(benzyloxy)-1H-indol-3-yl]-4-bromo-1-(2,4-dimethoxybenzyl)-1H-pyrrole-2,5-dione C(C1=CC=CC=C1)OC1=CC=C2C(=CNC2=C1)C=1C(N(C(C1Br)=O)CC1=C(C=C(C=C1)OC)OC)=O